C(C)(=O)NC=1C(=CC2=C(OC[C@@H](N2C(=O)OCC2=CC=CC=C2)C)N1)CC1=CC=C(C=C1)F benzyl (S)-6-acetamido-7-(4-fluorobenzyl)-2-methyl-2,3-dihydro-1H-pyrido[2,3-b][1,4]oxazine-1-carboxylate